ClC=1C(=NC=CC1)\C=C\S(=O)(=O)C1=CC=C(C=C1)Cl (E)-3-chloro-2-(2-(4-chlorophenylsulfonyl)vinyl)pyridine